6-fluoro-3-(3-fluorobenzyl)-1,2-diphenylnaphthalene FC=1C=C2C=C(C(=C(C2=CC1)C1=CC=CC=C1)C1=CC=CC=C1)CC1=CC(=CC=C1)F